C(C)(C)(C)OC(=O)N1[C@@H](C[C@H](C1)C=C)C(=O)O (2s,4s)-1-(tert-butoxycarbonyl)-4-vinylpyrrolidine-2-carboxylic acid